FC=1C=C(C=CC1)[C@H](C)NC1=C2N=CN(C2=NC=N1)[C@H]1[C@@H]([C@@H]([C@H](O1)COCP(O)(O)=O)O)O [(2R,3S,4R,5R)-5-[6-[[(1S)-1-(3-fluoro-phenyl)ethyl]amino]-purin-9-yl]-3,4-dihydroxy-tetrahydro-furan-2-yl]methoxy-methylphosphonic acid